N-[1-[[5-[2-(azetidin-1-yl)-4-pyridyl]-2-chloro-phenyl]methyl]-2-[4-(3-methylimidazol-4-yl)anilino]-2-oxo-ethyl]-2-methyl-pyrazole-3-carboxamide N1(CCC1)C1=NC=CC(=C1)C=1C=CC(=C(C1)CC(C(=O)NC1=CC=C(C=C1)C=1N(C=NC1)C)NC(=O)C=1N(N=CC1)C)Cl